tert-butyl (1R,5S)-3-(2'-(methylsulfinyl)-5',8'-dihydro-2H,6'H-spiro[acenaphthylene-1,7'-quinazolin]-4'-yl)-3,8-diazabicyclo[3.2.1]octane-8-carboxylate CS(=O)C1=NC=2CC3(CCC2C(=N1)N1C[C@H]2CC[C@@H](C1)N2C(=O)OC(C)(C)C)CC2=CC=CC1=CC=CC3=C21